[Na+].[Na+].C(#N)C1=NC(N=C1C#N)(\C(=C/C(=O)[O-])\C(=O)[O-])C(C(F)(F)F)(F)F 4,5-dicyano-2-(pentafluoroethyl)imidazolefumaric acid disodium salt